4-methyl-N-(2-((R)-S-methylsulfonimidoyl)pyridin-4-yl)-5-(trifluoromethyl)-2-((S)-2-(trifluoromethyl)morpholino)nicotinamide CC1=C(C=NC(=C1C(=O)NC1=CC(=NC=C1)[S@@](=O)(=N)C)N1C[C@H](OCC1)C(F)(F)F)C(F)(F)F